4,6-bis(3-(trifluoromethyl)-1H-pyrazol-1-yl)-N-(2-(trifluoromethyl)pyridin-4-yl)-1,3,5-triazin-2-amine FC(C1=NN(C=C1)C1=NC(=NC(=N1)N1N=C(C=C1)C(F)(F)F)NC1=CC(=NC=C1)C(F)(F)F)(F)F